NC=1C=CC(=C2CN(C(C12)=O)CC(=C)C(N)=O)C=1C=C(C(=O)NCCOC)C=CC1 3-[7-amino-2-(2-carbamoyl-2-methylideneethyl)-1-oxo-2,3-dihydro-1H-isoindol-4-yl]-N-(2-methoxyethyl)benzamide